((6R,7aS)-6-fluoro-1-methylenetetrahydro-1H-pyrrolizin-7a(5H)-yl)methanol F[C@H]1CN2CCC([C@@]2(C1)CO)=C